C(#N)C1=CN(C2=CC=C(C=C12)N1N=CC(=C1)C(=O)[O-])C(C)C 1-(3-cyano-1-isopropyl-1H-indol-5-yl)-1H-pyrazole-4-carboxylate